4-(2-((1r,3r)-3-(benzyloxy)-1-fluorocyclobutyl)-4-(trifluoromethyl)thiazol-5-yl)-5-fluoro-N-(1-(methylsulfonyl)piperidin-4-yl)pyrimidin-2-amine C(C1=CC=CC=C1)OC1CC(C1)(F)C=1SC(=C(N1)C(F)(F)F)C1=NC(=NC=C1F)NC1CCN(CC1)S(=O)(=O)C